FC(CN1N=C(C=2C1=NC(=CN2)N2CC1(CN(C1)C1=CC(=NC=C1)C(F)(F)F)CC2)C)F 1-(2,2-difluoroethyl)-3-methyl-6-(2-(2-(trifluoromethyl)pyridin-4-yl)-2,6-diazaspiro[3.4]octan-6-yl)-1H-pyrazolo[3,4-b]pyrazine